OC1=C(C=CC=C1)C=1C=C2C(=NN1)NC[C@@H]1N2CCN(C1)S(=O)(=O)C1CCN(CC1)C(=O)OC(C)(C)C Tert-butyl (S)-4-((2-(2-hydroxyphenyl)-5,6,6a,7,9,10-hexahydro-8H-pyrazino[1',2':4,5]pyrazino[2,3-c]pyridazin-8-yl)sulfonyl)piperidine-1-carboxylate